[3-(tetradecyloxy)-2-hydroxypropyl]bis(2-hydroxyethyl)methylammonium methylsulfate COS(=O)(=O)[O-].C(CCCCCCCCCCCCC)OCC(C[N+](C)(CCO)CCO)O